N-(3-((S)-2-((S)-fluoro(4-methyl-4H-1,2,4-triazol-3-yl)methyl)oxetan-2-yl)phenyl)-6-(trifluoromethyl)picolinamide F[C@H]([C@@]1(OCC1)C=1C=C(C=CC1)NC(C1=NC(=CC=C1)C(F)(F)F)=O)C1=NN=CN1C